CC1(OC2=C(C1)C=C(C(=C2)N2CCC1(COC1)C2)NC(=O)C=2C=NN1C2N=CC=C1)C N-[2,2-dimethyl-6-(2-oxa-7-azaspiro[3.4]octan-7-yl)-3H-benzofuran-5-yl]pyrazolo[1,5-a]pyrimidine-3-carboxamide